ClC1=NC=C(C(=N1)NCC1=C(C=CC=C1)O)C(=O)N 2-chloro-4-((2-hydroxybenzyl)amino)pyrimidin-5-carboxamide